N1(CCC1)C(=O)C1=CC(=CC=C1)C1=CC=CC=2N1N=CC2C(=O)N2CCCCC2 azetidin-1-yl(3-(3-(piperidine-1-carbonyl)pyrazolo[1,5-a]pyridin-7-yl)phenyl)methanone